C(C(=C)C)(=O)OCCCCC1=CC=CC=C1 4-phenylbutyl methacrylate